tert-butyl 3-(3-(4-fluoro-1-methyl-1H-indazol-5-yl)-2-oxo-2,3-dihydro-1H-imidazol-1-yl)-2-(4-fluoro-3,5-dimethylphenyl)-6,7-dihydropyrazolo[1,5-a]pyrazine-5(4H)-carboxylate FC1=C2C=NN(C2=CC=C1N1C(N(C=C1)C=1C(=NN2C1CN(CC2)C(=O)OC(C)(C)C)C2=CC(=C(C(=C2)C)F)C)=O)C